5-(8-(2-acetyl-6-(tetrahydro-2H-pyran-4-yl)isoindol-4-yl)isoquinolin-3-yl)picolinic acid C(C)(=O)N1C=C2C=C(C=C(C2=C1)C=1C=CC=C2C=C(N=CC12)C=1C=CC(=NC1)C(=O)O)C1CCOCC1